C1(CC1)N1C(=NC2=C(C=C(C=C2C1=O)F)[C@@H](C)NC=1C(=NC(=CC1)C(F)(F)F)C(=O)OC)C1CCOCC1 methyl 3-[[(1R)-1-(3-cyclopropyl-6-fluoro-4-oxo-2-tetrahydropyran-4-yl-quinazolin-8-yl)ethyl]amino]-6-(trifluoromethyl)pyridine-2-carboxylate